2-[4-(3-azabicyclo[3.2.1]octan-3-yl)-7-(8-ethyl-3-hydroxy-1-naphthyl)-8-fluoro-pyrido[4,3-d]pyrimidin-2-yl]oxyacetaldehyde C12CN(CC(CC1)C2)C=2C1=C(N=C(N2)OCC=O)C(=C(N=C1)C1=CC(=CC2=CC=CC(=C12)CC)O)F